CC=1N=C(SC1C(=O)N1CCCCC1)C 1-[(dimethyl-1,3-thiazol-5-yl)carbonyl]piperidin